FC(C1=NN=C(O1)C=1C=C(C(=NC1)COC1=CC2=C(C(=NO2)C)C=C1)F)F 6-((5-(5-(Difluoromethyl)-1,3,4-oxadiazol-2-yl)-3-fluoropyridin-2-yl)methoxy)-3-methylbenzo[d]isoxazole